COC(CNC1=NS(C2=C(N1)C(=CC=C2)C2=C(C(=CC(=C2)F)F)F)(=O)=O)C 3-((2-methoxypropyl)amino)-5-(2,3,5-trifluorophenyl)-4H-benzo[e][1,2,4]thiadiazine 1,1-dioxide